(1S)-1-[5-(methoxymethyl)-1,3,4-oxadiazol-2-yl]-2,2-dimethylpropan-1-amine COCC1=NN=C(O1)[C@H](C(C)(C)C)N